1-(4-(TRIFLUOROMETHYL)PYRIDIN-2-YL)-N-(2-VINYL-2H-INDAZOL-7-YL)-1H-PYRAZOLE-4-SULFONAMIDE FC(C1=CC(=NC=C1)N1N=CC(=C1)S(=O)(=O)NC1=CC=CC2=CN(N=C12)C=C)(F)F